C(C)(C)(C)OC(=O)N1[C@H]2CN(C[C@@H]1CC2)C2=NC(=NC1=C(C(=C(C=C21)C#N)Br)F)F (1R,5S)-3-(7-bromo-6-cyano-2,8-difluoroquinazolin-4-yl)-3,8-diazabicyclo[3.2.1]octane-8-carboxylic acid tert-butyl ester